2-methyl-(diphenylsilylidene)di-3,1-propanediol CC(CO)C(O)[Si](C(CCO)O)(C1=CC=CC=C1)C1=CC=CC=C1